C(C=C)NC(=S)NC1=CC=C(C=C1)N1CCOCC1 1-allyl-3-(4-morpholinophenyl)thiourea